CS(=O)(=O)[O-].C(C)[NH+](C)CC diethylmethylammonium methansulfonate